(trans-4-morpholinocyclohexyl)-7H-pyrrolo[2,3-d]pyrimidin-4-amine O1CCN(CC1)[C@@H]1CC[C@H](CC1)C=1N=C(C2=C(N1)NC=C2)N